(S)-6-isobutoxy-5-methyl-N-(3-(1-((1-methyl-1H-pyrazolo[3,4-b]pyrazin-6-yl)amino)ethyl)phenyl)nicotinamide C(C(C)C)OC1=NC=C(C(=O)NC2=CC(=CC=C2)[C@H](C)NC2=CN=C3C(=N2)N(N=C3)C)C=C1C